CN1C(=CC2=C(C(=C(C=C12)Br)O)CN(C)C)CC=1SC=CC1 1-methyl-2-thiophenylmethyl-4-dimethylaminomethyl-5-hydroxy-6-bromo-1H-indole